CN1C(=NN=C1)S 4-methyl-4H-1,2,4-triazole-3-thiol